3-(cyclopropoxydifluoromethyl)-6-(6-(3,3-difluorocyclobutoxy)pyridin-3-yl)-[1,2,4]triazolo[4,3-a]pyrazine C1(CC1)OC(C1=NN=C2N1C=C(N=C2)C=2C=NC(=CC2)OC2CC(C2)(F)F)(F)F